3-amino-5-hexylthio-1-(4-vinylbenzyl)-1H-1,2,4-triazole NC1=NN(C(=N1)SCCCCCC)CC1=CC=C(C=C1)C=C